COC(CC1=C(C=CC(=C1)Cl)C#N)=O.C(C1=CC=CC=C1)OC1=C(C(=CC(=C1)O)O)C(=O)N1CC2=C(C=CC=C2CC1)NC1CS(CC1)(=O)=O (2-(benzyloxy)-4,6-dihydroxyphenyl)(8-((1,1-dioxotetrahydrothiophen-3-yl)amino)-3,4-dihydroisoquinolin-2(1H)-yl)methanone methyl-2-(5-chloro-2-cyanophenyl)acetate